(S)-5-((Azepan-2-yl-7,7-d2)methoxy)-2,7-dichloro-8-fluoropyrido[4,3-d]pyrimidin-4(3H)-one N1[C@@H](CCCCC1([2H])[2H])COC1=NC(=C(C=2N=C(NC(C21)=O)Cl)F)Cl